C(C)N(C(=O)N1CCN(CC1)C1=NC=C(C=C1)C1=C2C=NC=NC2=CC(=C1)C=1C=NN(C1)C)C N-ethyl-N-methyl-4-(5-(7-(1-methyl-1H-pyrazol-4-yl)quinazolin-5-yl)pyridin-2-yl)piperazine-1-carboxamide